FC1=C(C(=C(C=C1)C(C)=O)O)C 1-(4-fluoro-2-hydroxy-3-methylphenyl)ethan-1-one